FC=1C=2C=3N(C=NC2C=CC1)N=C(N3)C=3C=NN(C3)C 10-fluoro-2-(1-methyl-1H-pyrazol-4-yl)[1,2,4]triazolo[1,5-c]quinazolin